1-((((S)-1-(2-chlorophenyl)-2-oxocyclohexyl)(methyl)carbamoyl)oxy)ethyl 1-1-methylpiperidine-4-carboxylate CN1CCC(CC1)C(=O)OC(C)OC(N(C)[C@]1(C(CCCC1)=O)C1=C(C=CC=C1)Cl)=O